ClC1=C(C=CC(=C1)CNCCC1=CC=C(CCNC2=NC3=C(C4=CN=CC=C24)C=CC(=C3)C(=O)OC)C=C1)C1=CC=CC=C1 Methyl 5-((4-(2-(((2-chloro-[1,1'-biphenyl]-4-yl)methyl)amino)ethyl)phenethyl)amino)benzo[c][2,6]naphthyridine-8-carboxylate